[N+](=O)([O-])C1=CC=C(C=C1)S(=O)(=O)NC1=CC=C(C=C1)C=1C=CC=2N(N1)C(=CN2)C=2C=NN(C2)C 4-nitro-N-(4-(3-(1-methyl-1H-pyrazol-4-yl)imidazo[1,2-b]pyridazin-6-yl)phenyl)benzenesulfonamide